[K].C(C)(C)(C)C1=CC=C(C=C1)S(=O)(=O)NC1=NC=NC(=C1OC1=C(C=CC=C1)OC)Cl 4-tertiary butyl-N-[6-chloro-5-(2-methoxyphenoxy)-4-pyrimidinyl]benzenesulfonamide potassium salt